Benzyl (2S)-2-(cyanomethyl)-4-(2-(methylsulfonyl)-7-(3-(tetrahydro-2H-pyran-2-yl)-3H-benzo[e]indazol-9-yl)-6,7-dihydro-5H-pyrano[2,3-d]pyrimidin-4-yl)piperazine-1-carboxylate C(#N)C[C@@H]1N(CCN(C1)C=1C2=C(N=C(N1)S(=O)(=O)C)OC(CC2)C2=CC=CC1=C2C=2C=NN(C2C=C1)C1OCCCC1)C(=O)OCC1=CC=CC=C1